1-[6-(bromomethyl)-3-pyridyl]ethanone helium Helium [He].[He].BrCC1=CC=C(C=N1)C(C)=O